O1CCOCC1C=O [1,4]Dioxane-6-carbaldehyde